(S)-1-methyl-1,2,3,4-tetrahydroisoquinoline C[C@@H]1NCCC2=CC=CC=C12